N-(3,5-difluoropyridin-2-yl)-3-((13S,15R,E)-4-fluoro-17-(hydroxyimino)-13-methyl-7,8,9,11,12,13,14,15,16,17-decahydro-6H-cyclopenta[a]phenanthren-15-yl)propanamide FC=1C(=NC=C(C1)F)NC(CC[C@H]1C2C3CCC=4C(=CC=CC4C3CC[C@@]2(/C(/C1)=N/O)C)F)=O